4-(2,4-dinitrophenyl)tetrahydropyran-4-carboxylic acid methyl ester COC(=O)C1(CCOCC1)C1=C(C=C(C=C1)[N+](=O)[O-])[N+](=O)[O-]